3-[2-(4-chloro-3-fluorophenoxy)acetamido]-N-[(5,6,7,8-tetrahydro[1,2,4]triazolo[4,3-a]pyridin-3-yl)methyl]bicyclo[1.1.1]pentane-1-carboxamide ClC1=C(C=C(OCC(=O)NC23CC(C2)(C3)C(=O)NCC3=NN=C2N3CCCC2)C=C1)F